2-fluoro-N-((4-(hydroxymethyl)-1-(2-oxo-2-(phenylamino)ethyl)piperidin-4-yl)methyl)benzamide FC1=C(C(=O)NCC2(CCN(CC2)CC(NC2=CC=CC=C2)=O)CO)C=CC=C1